C(C)OC=1C=C2N(C(C=3N(C2=CC1)C=CN3)=O)C3=C(C=CC=C3)C 7-Ethoxy-5-(o-tolyl)imidazo[1,2-a]quinoxalin-4(5H)-one